[(E)-1-(3-cyclopentyloxy-4-methoxyphenyl)ethylideneamino]carbamate C1(CCCC1)OC=1C=C(C=CC1OC)\C(\C)=N\NC([O-])=O